dimethylamino-chlorine CN(C)Cl